COC(=O)C1=NN(C2=CC=C(C=C12)Br)[C@@H]1COCC1 (S)-5-bromo-1-(tetrahydrofuran-3-yl)-1H-indazole-3-carboxylic acid methyl ester